2-((2S,4S)-1-acryloyl-4-(8-chloro-4-(3-(dimethylamino)azetidin-1-yl)-6-fluoro-7-phenyl-1H-[1,2,3]triazolo[4,5-c]quinolin-1-yl)piperidin-2-yl)acetonitrile C(C=C)(=O)N1[C@@H](C[C@H](CC1)N1N=NC=2C(=NC=3C(=C(C(=CC3C21)Cl)C2=CC=CC=C2)F)N2CC(C2)N(C)C)CC#N